ClC1=C(C=C(C=C1C(=O)N1[C@@H](C=2C(CC1)=C(N(N2)C)C2=CC(=CC(=C2)C2(CC2)S(=O)(=O)C)Cl)C)F)C=2C=CC(NC2)=O 5-[2-chloro-3-[(7R)-3-[3-chloro-5-(1-methylsulfonylcyclopropyl)phenyl]-2,7-dimethyl-5,7-dihydro-4H-pyrazolo[3,4-c]pyridine-6-carbonyl]-5-fluoro-phenyl]-1H-pyridin-2-one